O[C@H](CC(O)C1=CC=CC=C1)CNS(=O)(=O)C1=CC=C(C=C1)NCC(C)C (2S,3R)-3-hydroxy-4-((N-isobutyl-4-aminophenyl)sulfonylamino)-1-phenylbutanol